(S)-methyl 6-(4-(3-(2-(2-hydroxyphenyl)-6a,7,9,10-tetrahydro-5H-pyrazino[1',2':4,5]pyrazino[2,3-c]pyridazin-8(6H)-yl)propanoyl)piperazin-1-yl)spiro[3.3]heptane-2-carboxylate OC1=C(C=CC=C1)C=1C=C2C(=NN1)NC[C@@H]1N2CCN(C1)CCC(=O)N1CCN(CC1)C1CC2(CC(C2)C(=O)OC)C1